C1(=CC=C(C=C1)NC(=O)N1C(CC2=CC=C(C=C12)S(=O)(=O)NC1CC1)C)C1=CC=CC=C1 N-[1,1'-biphenyl]-4-yl-6-[(cyclopropylamino)sulfonyl]-2,3-dihydro-2-methyl-1H-indole-1-carboxamide